benzyl (3aR,7aS)-1-(3,5-dichloropyridin-2-yl)octahydro-5H-pyrrolo[3,2-c]pyridine-5-carboxylate ClC=1C(=NC=C(C1)Cl)N1CC[C@@H]2CN(CC[C@@H]21)C(=O)OCC2=CC=CC=C2